BrC=1C=C2C(=NC1)NC(N2C2CCN(CC2)C(=O)C2=C(C=C(C=C2)OC(F)(F)F)NC(OC(C)(C)C)=O)=O tert-butyl N-[2-[4-(6-bromo-2-oxo-3H-imidazo[4,5-b]pyridin-1-yl)piperidine-1-carbonyl]-5-(trifluoromethoxy)phenyl]carbamate